ClC1=CC=C(C(=C1S(=O)(=O)NC1CCCC1)O)NC1=C(C(C1=O)=O)N[C@H](CC)[C@@H]1O[C@@H](CC1)C 6-chloro-N-cyclopentyl-2-hydroxy-3-(2-((R)-1-((2R,5R)-5-methyltetrahydrofuran-2-yl)propylamino)-3,4-dioxocyclobut-1-enylamino)benzenesulfonamide